C(C=C)(=O)N1CC(CC1)C=1C=C(C=C2C=NC=NC12)C=1C=CC(=NC1)C(=O)NC1=CC=CC=C1 5-(8-(1-acryloylpyrrolidin-3-yl)quinazolin-6-yl)-N-phenylpyridinecarboxamide